C(C)(C)N=C(N)NC(C)C 2,3-diisopropylguanidine